octylnonyl 8-[[8-(1-octylnonoxy)-8-oxo-octyl]amino]octanoate C(CCCCCCC)C(CCCCCCCC)OC(CCCCCCCNCCCCCCCC(=O)OC(CCCCCCCC)CCCCCCCC)=O